Cl\C=C(/C(F)(F)F)\F (E)-1-chloro-2,3,3,3-tetrafluoropropene